4-fluoro-2-hydroxy-benzoic acid FC1=CC(=C(C(=O)O)C=C1)O